C1(=CC=CC=C1)C1CCN(C1)C(=O)O.OCC1=C(C=C(C=C1)N1N=CC=C1)C=1C=CC=2N(C1)C=C(N2)NC(=O)C2CC2 N-(6-(2-(hydroxymethyl)-5-(1H-pyrazol-1-yl)phenyl)imidazo[1,2-a]pyridin-2-yl)cyclopropanecarboxamide 4-phenylpyrrolidine-1-carboxylate